2-[(3R,5S)-4-(tert-butoxycarbonyl)-3,5-dimethylpiperazin-1-yl]-5-(trifluoromethyl)-1,3-oxazole C(C)(C)(C)OC(=O)N1[C@@H](CN(C[C@@H]1C)C=1OC(=CN1)C(F)(F)F)C